(S)-3-(4-Cyano-1H-pyrazol-1-yl)-N-(4-cyano-3-(trifluoromethyl)phenyl)-2-hydroxy-2-methylpropanamide C(#N)C=1C=NN(C1)C[C@](C(=O)NC1=CC(=C(C=C1)C#N)C(F)(F)F)(C)O